COCOCCCCC1=CC=C(C=N1)N1C(N(C(C1(C)C)=O)C1=CC(=C(C#N)C=C1)C(F)(F)F)=S 4-(3-(6-(4-(Methoxymethoxy)butyl)pyridin-3-yl)-4,4-dimethyl-5-oxo-2-thioxoimidazolidin-1-yl)-2-(trifluoromethyl)benzonitrile